3-[[(3-chloro-4-fluorophenyl)-(5-methyl-4-methylsulfonyl-1H-imidazol-2-yl)methoxy]methyl]cyclobutane-1-carbonitrile ClC=1C=C(C=CC1F)C(OCC1CC(C1)C#N)C=1NC(=C(N1)S(=O)(=O)C)C